3,3-difluoro-2-(4-fluorophenyl)-1-phenylpropan-1-one FC(C(C(=O)C1=CC=CC=C1)C1=CC=C(C=C1)F)F